2-((1r,4R)-4-(difluoromethoxy)cyclohexylamino)-4-((1R,3S)-3-hydroxycyclohexylamino)-pyrimidine-5-carboxylic acid FC(OC1CCC(CC1)NC1=NC=C(C(=N1)N[C@H]1C[C@H](CCC1)O)C(=O)O)F